C1(=CC=CC=C1)NC(NC=1C=C(C=NC1)C1=CC=2N(C=C1)N=CC2C2CCC1(CN(C1)C(=O)OC(C)(C)C)CC2)=O tert-butyl 7-(5-(5-(3-phenylureido) pyridin-3-yl) pyrazolo[1,5-a]pyridin-3-yl)-2-azaspiro[3.5]Nonane-2-carboxylate